N1=C(NCC2=CC=CC=C12)SCC=1N2C(SC1)=N[C@H]([C@@H]2C2=CC=CC=C2)C2=CC=CC=C2 trans-3-(((3,4-dihydroquinazolin-2-yl)thio)methyl)-5,6-diphenyl-5,6-dihydroimidazo[2,1-b]thiazole